tert-butyl (1-fluoro-4-hydroxy-5-((triisopropylsilyl)ethynyl)naphthalen-2-yl)carbamate FC1=C(C=C(C2=C(C=CC=C12)C#C[Si](C(C)C)(C(C)C)C(C)C)O)NC(OC(C)(C)C)=O